NC1CCC(NC1=O)=O 5-amino-2,6-piperidinedione